(4-(3,4-difluorophenyl)-5-fluorothiazol-2-yl)-5-((2-hydroxy-3-methoxybenzylidene)amino)-3-methylpyridine-2-sulfonamide FC=1C=C(C=CC1F)C=1N=C(SC1F)C1=C(C(=NC=C1N=CC1=C(C(=CC=C1)OC)O)S(=O)(=O)N)C